3-hydroxy-phenylpropanol OC=1C=C(C=CC1)C(CC)O